(R)-4-benzyl-3-((2R,3s)-2-(cyclopentyloxy)-3-hydroxy-3-(3-methoxy-4-tolyl)propionyl)oxazolidin-2-one C(C1=CC=CC=C1)[C@H]1N(C(OC1)=O)C([C@@H]([C@H](C1=C(C=C(C=C1)C)OC)O)OC1CCCC1)=O